CN(C)CC=1SC2=C(N1)C=C(C=C2)C2=CCC(C=N2)C 6-(2-((dimethylamino)methyl)benzo[d]thiazol-5-yl)-3-methyl-3,4-dihydropyridine